COC1=CC=C(C=C1)[C@H]1[C@H](CC(N(CC1)C(=O)OC(C)(C)C)C)C(=O)OCC 1-tert-butyl 4-ethyl (4S,5R)-5-(4-methoxyphenyl)-2-methylazepane-1,4-dicarboxylate